trans-N1-(5-(3-(2-methoxyethyl)-2-methyl-3H-imidazo[4,5-b]pyridin-5-yl)pyrrolo[2,1-f][1,2,4]triazin-2-yl)-N4,N4-dimethylcyclohexane-1,4-diamine COCCN1C(=NC=2C1=NC(=CC2)C=2C=CN1N=C(N=CC12)N[C@@H]1CC[C@H](CC1)N(C)C)C